2-methyl-3-ethyl-pyridine CC1=NC=CC=C1CC